4-((cyclopropylmethyl)amino)benzoic acid C1(CC1)CNC1=CC=C(C(=O)O)C=C1